di(2-methylbutyl) 1,2-cyclohexanedicarboxylate C1(C(CCCC1)C(=O)OCC(CC)C)C(=O)OCC(CC)C